bis-(2,4-di-t-butylphenyl)-pentaerythritol diphosphite OP(O)OP(O)O.C(C)(C)(C)C1=C(C=CC(=C1)C(C)(C)C)C(O)(C(CO)(CO)CO)C1=C(C=C(C=C1)C(C)(C)C)C(C)(C)C